1,3-diethyl-5-((4-(4-methylpiperidin-1-yl)phenyl)amino)-1,3-dihydro-2H-benzo[d]imidazol-2-one C(C)N1C(N(C2=C1C=CC(=C2)NC2=CC=C(C=C2)N2CCC(CC2)C)CC)=O